CC1(O[C@@H]2[C@H](O1)C(=C[C@H]2N2C=CC1=C2N=CN=C1C(C)C)C=C)C 7-((3aS,4R,6aR)-2,2-dimethyl-6-vinyl-3a,6a-dihydro-4H-cyclopenta[d][1,3]dioxol-4-yl)-4-isopropyl-7H-pyrrolo[2,3-d]pyrimidine